C(C)(C)C1=NN=C2N1N=C(C=C2SC)N[C@@H](CO)CC (2R)-2-[(3-isopropyl-8-methylsulfanyl-[1,2,4]triazolo[4,3-b]pyridazin-6-yl)amino]butan-1-ol